FC1=C(COC2=CC=CC(=N2)C2CCN(CC2)[C@@H](C)C2=NC3=C(N2C[C@H]2OCC2)C=C(C=C3)C(=O)OC)C=CC(=C1)F methyl 2-((S)-1-(4-(6-((2,4-difluorobenzyl) oxy) pyridin-2-yl) piperidin-1-yl) ethyl)-1-(((S)-oxetan-2-yl) methyl)-1H-benzo[d]imidazole-6-carboxylate